C(C)C1NC2=CC=CC=C2NC1C 2-ethyl-3-methyl-1,2,3,4-tetrahydroquinoxaline